N-[4-(difluoromethoxy)-2,5-difluorophenyl]-5-thiophen-2-yl-1H-pyrrole-3-sulfonamide FC(OC1=CC(=C(C=C1F)NS(=O)(=O)C1=CNC(=C1)C=1SC=CC1)F)F